FC(CC[C@@H]1CN(C2=C(S([C@@H]1F)(=O)=O)C=C(C(=C2)C(F)(F)F)OCC=2C(=NC=CC2)C(=O)O)C2=CC=C(C=C2)F)(C)F 3-((((2S,3R)-3-(3,3-difluorobutyl)-2-fluoro-5-(4-fluorophenyl)-1,1-dioxido-7-(trifluoromethyl)-2,3,4,5-tetrahydrobenzo[b][1,4]thiazepin-8-yl)oxy)methyl)picolinic acid